1-(4-((4-((2,4-dichlorobenzyl)amino)-7-methoxyquinazolin-6-yl)oxy)piperidin-1-yl)prop-2-en-1-one ClC1=C(CNC2=NC=NC3=CC(=C(C=C23)OC2CCN(CC2)C(C=C)=O)OC)C=CC(=C1)Cl